OC=1C=CC=2N3C(C=4C=C(C=CC4C4=NC=CC(C2C1)=C34)O)=O 5,16-dihydroxy-1,11-diazapentacyclo[10.7.1.02,7.08,20.013,18]icosa-2(7),3,5,8(20),9,11,13(18),14,16-nonaen-19-one